(2S,4S)-N-benzyl-4-phenyl-2-(3-(3-phenylpropyl)-1,2,4-oxadiazol-5-yl)pyrrolidine-1-carbothioamide C(C1=CC=CC=C1)NC(=S)N1[C@@H](C[C@H](C1)C1=CC=CC=C1)C1=NC(=NO1)CCCC1=CC=CC=C1